NC1=CC=CC(=N1)S(=O)(=O)NC(=O)C=1C(=NC(=CC1)C=1C=NC(=CC1)OC(C)C)N1C[C@H](C[C@@H](C1)C)C N-[(6-Amino-2-pyridyl)sulfonyl]-2-[(3S,5S)-3,5-dimethyl-1-piperidyl]-6-(6-isopropoxy-3-pyridyl)pyridin-3-carboxamid